5-(benzyloxy)-N-((4,6-dimethyl-2-oxo-1,2-dihydropyridin-3-yl)methyl)-2-methylbenzofuran-3-carboxamide C(C1=CC=CC=C1)OC=1C=CC2=C(C(=C(O2)C)C(=O)NCC=2C(NC(=CC2C)C)=O)C1